methylsulfinylglycinyl-6-(2,5-dioxo-2,5-dihydro-1H-pyrrol-1-yl)-L-norleucine CS(=O)NCC(=O)N[C@@H](CCCCN1C(C=CC1=O)=O)C(=O)O